di-tert-butyl 2-(2-bromophenyl)piperazine-1,4-dicarboxylate BrC1=C(C=CC=C1)C1N(CCN(C1)C(=O)OC(C)(C)C)C(=O)OC(C)(C)C